C1(CCCCC1)P(OCC1=C(C=C(C=C1)[N+](=O)[O-])CCCNC(C1=C(C=CC=C1)OCC=1C(=NOC1C)C)=O)(=O)C1CCCCC1 2-(3-(2-((3,5-dimethylisoxazol-4-yl) methoxy) benzoylamino) propyl)-4-nitrobenzyl dicyclohexylphosphinate